N-((2-(6-((2R,5R)-2,5-dimethyl-3-oxopiperazin-1-yl)pyridin-2-yl)-1,6-naphthyridin-7-yl)methyl)-4-methyl-3-(methylsulfonyl)benzamide C[C@H]1N(C[C@H](NC1=O)C)C1=CC=CC(=N1)C1=NC2=CC(=NC=C2C=C1)CNC(C1=CC(=C(C=C1)C)S(=O)(=O)C)=O